tert-butyl 4-(4'-chloro-3,3-difluoro-5'-oxo-5'H-spiro[cyclobutane-1,7'-indolo[1,2-a]quinazolin]-10'-yl)piperidine-1-carboxylate ClC=1C=2C(N=C3N(C2C=CC1)C1=CC(=CC=C1C31CC(C1)(F)F)C1CCN(CC1)C(=O)OC(C)(C)C)=O